methyl 5-(3-chlorophenoxy)-1,2'-dimethyl-1H,2'H-(3,3'-bipyrazole)-4-carboxylate ClC=1C=C(OC2=C(C(=NN2C)C=2N(N=CC2)C)C(=O)OC)C=CC1